(E)-6-chloro-N-((dimethylamino)methylene)-3-methylpyridineamide ClC1=CC=C(C(=N1)C(=O)/N=C/N(C)C)C